2-bromo-3-fluoro-piperidine BrC1NCCCC1F